3-((S)-5-(tert-butoxy)-4-(18-(tert-butoxy)-18-oxooctadecanoylamino)-5-oxopentanoylamino)propanoic acid C(C)(C)(C)OC([C@H](CCC(=O)NCCC(=O)O)NC(CCCCCCCCCCCCCCCCC(=O)OC(C)(C)C)=O)=O